2-(4-fluorophenyl)-6-methyl-3-(pyrazolo[1,5-a]pyridin-5-yl)-6-(trifluoromethyl)-6,7-dihydro-4H-pyrazolo[5,1-c][1,4]oxazine FC1=CC=C(C=C1)C1=NN2C(COC(C2)(C(F)(F)F)C)=C1C1=CC=2N(C=C1)N=CC2